2,4,6-triisopropyl-N-(trifluoromethanesulfonyl)-benzenesulfonamide C(C)(C)C1=C(C(=CC(=C1)C(C)C)C(C)C)S(=O)(=O)NS(=O)(=O)C(F)(F)F